tert-butyl (2R)-2-{[(4-cyanopyridin-3-yl)oxy]methyl}morpholine-4-carboxylate C(#N)C1=C(C=NC=C1)OC[C@H]1CN(CCO1)C(=O)OC(C)(C)C